CC1(CC(C2=C(O1)C=CC(=C2)NC(=O)OC(C)(C)C)NC(=O)NC3=CC=CC(=C3)C#N)C The molecule is a member of the class of chromanes that acts as an inhibitor of histone deacetylase class III and exhibits anti-cancer properties. It has a role as an antineoplastic agent and an EC 3.5.1.98 (histone deacetylase) inhibitor. It is a member of chromanes, a member of phenylureas, a nitrile and a carbamate ester.